(R)-3-(3-(1-aminoethyl)-5-(hydroxymethyl)phenyl)-3-fluoroazetidine-1-carboxylic acid tert-butyl ester C(C)(C)(C)OC(=O)N1CC(C1)(F)C1=CC(=CC(=C1)CO)[C@@H](C)N